COC(CC[C@@H](C)[C@H]1CC[C@H]2[C@@H]3[C@H](C[C@@H]4C[C@@H]([C@@H](C[C@]4(C)[C@H]3CC[C@]12C)F)O)O)=O.FC1=CC(=CC(=C1)I)F 1,3-difluoro-5-iodobenzene methyl-2α-fluoro-3α,7β-dihydroxy-5β-cholanoate